NC1(CC(C1)O)C (1R,3R)-3-amino-3-methylcyclobutan-1-ol